tert-Butyl 6-(piperazin-1-yl)pyridazine-3-carboxylate N1(CCNCC1)C1=CC=C(N=N1)C(=O)OC(C)(C)C